ClC=1C(=C(C=CC1)[C@@H](CC1=NC(=NC(=N1)N[C@@H](CO)CC(C)C)NS(=O)(=O)C)C)F N-(4-((R)-2-(3-Chloro-2-fluorophenyl)propyl)-6-(((R)-1-hydroxy-4-methylpentan-2-yl)amino)-1,3,5-triazin-2-yl)methanesulfonamide